CN1N=CC(=C1)C=1C=CC=2N(C1)N=CC2N2CCN(CC2)C2=NC=C(C=N2)[C@H](O)[C@H]2COCCC2 |r| (racemic)-(R)-(2-(4-(6-(1-methyl-1H-pyrazol-4-yl)pyrazolo[1,5-a]pyridin-3-yl)piperazin-1-yl)pyrimidin-5-yl)((R)-tetrahydro-2H-pyran-3-yl)methanol